(R)-N-(3-fluoro-4-(trifluoromethoxy)phenyl)-3-(vinylsulfonamido)piperidine-1-carboxamide FC=1C=C(C=CC1OC(F)(F)F)NC(=O)N1C[C@@H](CCC1)NS(=O)(=O)C=C